(R)- or (S)-7-(2-Cyclopropyl-benzyl)-5-[1-(2-fluoro-6-methylphenyl)-piperidin-4-yl]-2,4-dimethyl-2,4,5,7-tetrahydro-pyrazolo[3,4-d]pyrimidin-6-one C1(CC1)C1=C(CN2C(N([C@@H](C=3C2=NN(C3)C)C)C3CCN(CC3)C3=C(C=CC=C3C)F)=O)C=CC=C1 |o1:9|